1-(2-hydroxypropyl)-2,3-dicyclohexylguanidine OC(CNC(=NC1CCCCC1)NC1CCCCC1)C